6-bromo-N-(1-methyl-1H-pyrazol-4-yl)-8,9-dihydroimidazo[1',2':1,6]pyrido[2,3-d]pyrimidin-2-amine BrC1=CC2=C(N=C(N=C2)NC=2C=NN(C2)C)N2C1=NCC2